C(C)(C)(C)OC(=O)N1[C@@H](C[C@@H](C1)O)C(NCC1=CC=C(C=C1)C1=C(N=CS1)C)=O (2S,4S)-4-hydroxy-2-((4-(4-methylthiazol-5-yl)benzyl)carbamoyl)pyrrolidine-1-carboxylic acid tert-butyl ester